1-(3-(4-(((3R,4R)-1-(4-bromobenzyl)-3-fluoropiperidin-4-yl)oxy)piperidine-1-carbonyl)phenyl)dihydropyrimidine-2,4(1H,3H)-dione BrC1=CC=C(CN2C[C@H]([C@@H](CC2)OC2CCN(CC2)C(=O)C=2C=C(C=CC2)N2C(NC(CC2)=O)=O)F)C=C1